N-(3-bromo-5-methanesulfonamidophenyl)-1-(cyanomethyl)-5-(pyridin-2-yl)-1H-pyrrole-3-carboxamide BrC=1C=C(C=C(C1)NS(=O)(=O)C)NC(=O)C1=CN(C(=C1)C1=NC=CC=C1)CC#N